N-(2-Chloro-4-Bromophenyl)-5-Bromosalicylanilide ClC1=C(C=CC(=C1)Br)N(C1=CC=CC=C1)C(C=1C(O)=CC=C(C1)Br)=O